C(C=C)(=O)OCCCCCCOC1=CC=C(C(=O)O)C=C1 4-(6-acryloyloxy-1-hexyloxy)benzoic acid